(E)-2-(2-((6-Chloropyrimidin-4-yl) oxy) phenyl)-3-methoxyacrylate ClC1=CC(=NC=N1)OC1=C(C=CC=C1)/C(/C(=O)[O-])=C\OC